COC[C@H](C(=O)N)NC1=CC=C2C(=CC(OC2=C1)=O)C1=C(C=CC=C1)C |r| racemic-3-methoxy-2-((2-oxo-4-(o-tolyl)-2H-chromen-7-yl)amino)propanamide